N-[5-isopropoxy-4-[4-(4-methylpiperazin-1-yl)phenoxy]-6-(o-tolyl)pyrimidin-2-yl]-1-methyl-pyrazole-4-sulfonamide C(C)(C)OC=1C(=NC(=NC1C1=C(C=CC=C1)C)NS(=O)(=O)C=1C=NN(C1)C)OC1=CC=C(C=C1)N1CCN(CC1)C